8-Bromo-6-chloroimidazo[1,5-a]pyridine-3-carboxylic acid ethyl ester C(C)OC(=O)C1=NC=C2N1C=C(C=C2Br)Cl